Cl.N[C@H]1[C@H](CCC1)O (1S,2R)-2-aminocyclopentan-1-ol-HCl